C(C)NC(=O)N1[C@H]([C@H](CCC1)NS(=O)(=O)C)CC1=CC(=CC=C1)CC1=CC(=CC=C1)C cis-N-ethyl-2-(3-(3-methylbenzyl)benzyl)-3-((methylsulfonyl)amino)piperidine-1-carboxamide